C(C)(C)(C)C(CCCCCC(C)C(=O)O)C(=O)O 8-(tert-butyl)octane-2,8-dicarboxylic acid